Cl.C(C)N=C=NCCCN(C)C 1-Ethyl-3-(3'-dimethylaminopropyl)carbodiimide hydrochloride